(R)-3-(4-chlorophenyl)-3-cyanopropionic acid methyl ester COC(C[C@@H](C#N)C1=CC=C(C=C1)Cl)=O